OCCN(CCCCCCCC(=O)OC(CCCCCCCC)CCCCCCCC)CCCCCC(OCCCCCCCCCCC)=O heptadecan-9-yl 8-((2-hydroxy ethyl) (6-oxo 6-(undecyloxy)hexyl)amino)octanoate